C(C=C)(=O)N1CC(C1)N1CCN(CC1)C1=CC=C(C=C1)C=1C=2N(C=C(C1)C=1C=NN(C1)CCOC)N=CC2C#N 4-(4-(4-(1-propenoylazetidin-3-yl)piperazin-1-yl)phenyl)-6-(1-(2-methoxyethyl)-1H-pyrazol-4-yl)pyrazolo[1,5-a]pyridine-3-carbonitrile